3,5-difluoro-N-((3S,4S)-4-fluoropiperidin-3-yl)-6-(7-methoxy-6-morpholinoimidazo[1,2-b]pyridazin-3-yl)pyridin-2-amine FC=1C(=NC(=C(C1)F)C1=CN=C2N1N=C(C(=C2)OC)N2CCOCC2)N[C@H]2CNCC[C@@H]2F